C(C)(C)(C)[Si](OCC)(OCC)OCC t-butyltriethoxysilane